ClC(C1=C(C(=CC(=C1)C(Cl)(Cl)Cl)N(CC(=O)OCC)CC(=O)OCC)C1=NC=NC=N1)(Cl)Cl 2,4-bis-trichloromethyl-6-[bis-(ethoxycarbonylmethyl)amino]phenyl-S-triazine